2-(2-hydroxy-4,6-dimethylphenyl)-6-(pyrimidin-2-yl)-2,5-dihydro-4H-pyrazolo[3,4-d]pyrimidin-4-one OC1=C(C(=CC(=C1)C)C)N1N=C2N=C(NC(C2=C1)=O)C1=NC=CC=N1